C(#N)C1=C(C(=NC(=C1)CC1=C(C=C(C=C1F)F)F)C(CCC(=O)O)=O)O 4-[4-Cyano-3-hydroxy-6-(2,4,6-trifluoro-benzyl)-pyridin-2-yl]-4-oxo-butyric acid